C(C)(C)(C)OC(=O)N1[C@@H](C[C@@H](C1)C1=C(C(=CC=C1OC)Cl)Cl)C=COC (2S,4R)-4-(2,3-dichloro-6-methoxyphenyl)-2-(2-methoxyvinyl)pyrrolidine-1-carboxylic acid tert-butyl ester